C(CCCCCCC)C(C(C(=O)O)(CCCCCCCCCCCC)CCCCCCCC)CCCCCC(=O)O.FC(OC1=C(C=CC(=C1F)F)[C@H]1[C@@H](O[C@]([C@H]1C)(C(F)(F)F)C)C(=O)NC1=CN=NC=C1)F |r| rac-(2R,3S,4S,5R)-3-(2-(difluoromethoxy)-3,4-difluorophenyl)-4,5-dimethyl-N-(pyridazin-4-yl)-5-(trifluoromethyl)tetrahydrofuran-2-carboxamide DIOCTYLDODECYL-AZELATE